C(C)(=O)NC1=NNC2=CC(=CC=C12)C=1N=NN(C1)[C@H]1C[C@H](NC1)C(=O)NC1=CC=C(C=C1)Br (2S,4S)-4-(4-(3-acetamido-1H-indazol-6-yl)-1H-1,2,3-triazol-1-yl)-N-(4-bromophenyl)pyrrolidine-2-carboxamide